ClC=1C=C(C(=O)NC2=C(N=C(S2)C2=C(C=CC(=C2)CN2CCCC2)F)C(=O)NCC2=C(C=CC=C2)C(F)(F)F)C=C(C1O)F 5-(3-chloro-5-fluoro-4-hydroxybenzoylamino)-2-(2-fluoro-5-(pyrrolidin-1-ylmethyl)phenyl)-N-(2-(trifluoromethyl)benzyl)thiazole-4-carboxamide